ClC1=CC=2N(C(=C1)I)N=CC2 5-chloro-7-iodopyrazolo[1,5-a]pyridine